C(#CCC)C=1N=C(C=2N=CN([C@H]3[C@H](O)[C@H](O)[C@@H](CO)S3)C2N1)N 2-butynyl-4'-thioadenosine